ClC1=CC=C(C=C1)C1=C(CCC(C1)(C)C)CN1CCN(CC1)C1=CC(=C(C(=O)OC)C=C1)OC1=C(C=CC=C1)C=O Methyl 4-(4-((4'-chloro-5,5-dimethyl-3,4,5,6-tetrahydro-[1,1'-biphenyl]-2-yl)methyl)piperazin-1-yl)-2-(2-formylphenoxy)benzoate